Oxetan-3-yl (S)-2-(4-(4-chlorophenyl)-2,3,9-trimethyl-6H-thieno[3,2-f][1,2,4]triazolo[4,3-a][1,4]diazepin-6-yl)acetate ClC1=CC=C(C=C1)C1=N[C@H](C=2N(C3=C1C(=C(S3)C)C)C(=NN2)C)CC(=O)OC2COC2